(R)-5-amino-3-(2-(4-(2-fluoro-4-(methyl-sulfinyl)phenyl)piperazin-1-yl)ethyl)-8-(furan-2-yl)thiazolo[5,4-e][1,2,4]triazolo[1,5-c]pyrimidin-2(3H)-one NC1=NC2=C(C=3N1N=C(N3)C=3OC=CC3)SC(N2CCN2CCN(CC2)C2=C(C=C(C=C2)[S@](=O)C)F)=O